C(C)OCCN(CC[C@@H](C(=O)O)NC1=NC=C(C=N1)C(F)(F)F)CCCCC1=NC=2NCCCC2C=C1 (S)-4-((2-ethoxyethyl)(4-(5,6,7,8-tetrahydro-1,8-naphthyridin-2-yl)butyl)amino)-2-((5-(trifluoromethyl)pyrimidin-2-yl)amino)butanoic acid